C(C)(C)C1=NC=C(C=N1)C(=O)NC=1C(=NC=CC1C1=CC=CC=C1)[C@@H]1N(CCC1)C(=O)OC(C)(C)C |r| (±)-tert-butyl 2-(3-(2-isopropylpyrimidine-5-carboxamido)-4-phenylpyridin-2-yl)pyrrolidine-1-carboxylate